COC1=NC=C(C=C1CC(=O)N(C)C)N(C=1C=C2C(=NC(=NC2=CC1)C)N[C@H](C)C1=CC(=CC(=C1)C(F)(F)F)[N+](=O)[O-])C (R)-2-(2-methoxy-5-(methyl(2-methyl-4-((1-(3-nitro-5-(trifluoromethyl)phenyl)ethyl)amino)quinazolin-6-yl)amino)pyridin-3-yl)-N,N-dimethylacetamide